N-(5-(2-(6-(4-acetylpiperazin-1-yl)pyridin-3-yl)-4-chloro-1H-pyrrolo[2,3-b]pyridin-3-yl)-2-methylphenyl)acrylamide C(C)(=O)N1CCN(CC1)C1=CC=C(C=N1)C1=C(C=2C(=NC=CC2Cl)N1)C=1C=CC(=C(C1)NC(C=C)=O)C